5-azaspiro[2.4]heptane-1-carbonitrile hydrochloride Cl.C1(CC12CNCC2)C#N